(S)-N-(3-cyano-4-fluorophenyl)-6-methyl-5-(2-oxo-2-((1,1,1-trifluoroprop-2-yl)amino)acetyl)-2,3-dihydro-1H-pyrrolizine-7-carboxamide C(#N)C=1C=C(C=CC1F)NC(=O)C=1C(=C(N2CCCC12)C(C(N[C@H](C(F)(F)F)C)=O)=O)C